N4-cyclobutyl-N2-(2-methoxy-4-(morpholino-sulfonyl)phenyl)-5-(trifluoromethyl)-7H-pyrrolo[2,3-d]pyrimidine-2,4-diamine C1(CCC1)NC=1C2=C(N=C(N1)NC1=C(C=C(C=C1)S(=O)(=O)C1CNCCO1)OC)NC=C2C(F)(F)F